tert-Butyl 2-{3-acetyl-6-[(hex-5-en-1-yl)carbamoyl]indazol-1-yl}acetate C(C)(=O)C1=NN(C2=CC(=CC=C12)C(NCCCCC=C)=O)CC(=O)OC(C)(C)C